ClC1=CC=C(C=N1)C(C#N)C 2-(6-chloropyridin-3-yl)propionitrile